(rac)-1-tert-Butyl 4-methyl cis-4-fluoro-2-methylpiperidine-1,4-dicarboxylate F[C@@]1(C[C@@H](N(CC1)C(=O)OC(C)(C)C)C)C(=O)OC |r|